thia-2,5-diazaspiro[3.4]octane-2-carboxylate S1N(CC12NCCC2)C(=O)[O-]